N-[6-(difluoromethyl)-2-[4-(hydroxymethyl)cyclohexyl]indazol-5-yl]-6-(trifluoromethyl)pyridine-2-carboxamide FC(C=1C(=CC2=CN(N=C2C1)C1CCC(CC1)CO)NC(=O)C1=NC(=CC=C1)C(F)(F)F)F